C(C(C)C)OC(=O)C=1C=CC=2C=3C=CC(=C4C(=CC=C(C5=CC=C(C1C52)C#N)C43)C(=O)OCC(C)C)C#N 4,10-dicyanoperylene-3,9-dicarboxylic acid diisobutyl ester